C(C)(C)(C)OC(=O)NCC1=C(OCCCC(=O)OCC)C=C(C=C1)C#C[Si](C)(C)C ethyl 4-[2-[(tert-butoxycarbonylamino)methyl]-5-(2-trimethylsilylethynyl)phenoxy]butanoate